C(C)(=O)O[C@H]1[C@@H](SC2=CC(=CC(=C2)Cl)Cl)O[C@@H]([C@@H]([C@@H]1N=[N+]=[N-])OC(C)=O)COC(C)=O 3,5-Dichlorophenyl 2,4,6-tri-O-acetyl-3-azido-3-deoxy-1-thio-α-D-galactopyranoside